2-methyl-2-pentene-1,5-sultone CC=1CS(=O)(=O)OCCC1